4-(7-(pyridin-3-yl)-4-(tetrahydrofuran-3-yl)-6,7-dihydro-5H-pyrrolo[2,3-d]pyrimidin-2-yl)morpholine hafnium [Hf].N1=CC(=CC=C1)N1CCC2=C1N=C(N=C2C2COCC2)N2CCOCC2